NC1=CC2=C(N(C(N2C)=O)C2CC2)C=C1 5-amino-1-cyclopropyl-3-methyl-1H-benzo[d]imidazol-2(3H)-one